(S)-4-((3-acrylamidopiperidin-1-yl)methyl)-N-(4-(4-morpholino-7H-pyrrolo[2,3-d]pyrimidin-6-yl)phenyl)picolinamide C(C=C)(=O)N[C@@H]1CN(CCC1)CC1=CC(=NC=C1)C(=O)NC1=CC=C(C=C1)C1=CC2=C(N=CN=C2N2CCOCC2)N1